NC1(CCN(CC1)C([C@@H](CCCCNCCOCCOC)NC([C@@H](CC(C)C)NC([C@@H](CC1=CC=CC=C1)NC([C@@H](CC1=CC=CC=C1)N)=O)=O)=O)=O)C(=O)O 4-amino-1-((R)-2-((R)-2-((R)-2-((R)-2-amino-3-phenylpropanamido)-3-phenylpropanamido)-4-methylpentanamido)-6-((2-(2-methoxyethoxy)ethyl)amino)hexanoyl)piperidin-4-carboxylic acid